Cis-racemic-benzyl 5-((tert-butoxycarbonyl)amino)-2-(hydroxymethyl)piperidine-1-carboxylate C(C)(C)(C)OC(=O)N[C@@H]1CC[C@@H](N(C1)C(=O)OCC1=CC=CC=C1)CO |r|